C(C)(C)(C)OC(=O)N1C[C@@H]2[C@H](C1)CC(C2)C#N (3aR,5r,6aS)-5-cyanohexahydrocyclopenta[c]pyrrole-2(1H)-carboxylic acid tert-butyl ester